NC=1C=C(C(=C(C1)C1CC=2N=C(N=CC2CO1)OC[C@]12CCCN2C[C@@H](C1)F)C(F)(F)F)Cl 7-(5-amino-3-chloro-2-(trifluoromethyl)phenyl)-2-(((2R,7aS)-2-fluorotetrahydro-1H-pyrrolizin-7a(5H)-yl)methoxy)-7,8-dihydro-5H-pyrano[4,3-d]pyrimidin